CC1NCC2N(CCN(C2)C(=O)OC(C)(C)C)C1=O tert-butyl 7-methyl-6-oxooctahydro-2H-pyrazino[1,2-a]pyrazine-2-carboxylate